O1C[C@@H](CC1)[C@@H](C(=O)OCC)C ethyl (S)-2-((S)-tetrahydrofuran-3-yl)propanoate